1-[2-(2,6-dioxo-3-piperidinyl)-4,6-difluoro-1-oxo-isoindolin-5-yl]piperidine-4-carbaldehyde O=C1NC(CCC1N1C(C2=CC(=C(C(=C2C1)F)N1CCC(CC1)C=O)F)=O)=O